NC[C@H](C(=O)NC=1C=C2C=CN=CC2=CC1)C1=CC=C(C=C1)Cl |r| (Rac)-3-amino-2-(4-chlorophenyl)-N-(isoquinolin-6-yl)propanamide